COC1=C(C=CC2=C1C=CS2)B2OC(C(O2)(C)C)(C)C 2-(4-methoxy-1-benzothiophen-5-yl)-4,4,5,5-tetramethyl-1,3,2-dioxaborolane